2-(4-Cyano-phenoxy)-N-(5,6-dimethoxy-benzothiazol-2-yl)-2-[4-(2-dimethylamino-ethoxy)-phenyl]-acetamide C(#N)C1=CC=C(OC(C(=O)NC=2SC3=C(N2)C=C(C(=C3)OC)OC)C3=CC=C(C=C3)OCCN(C)C)C=C1